(5RS,6RS)-2-[(3,5-Dichloropyridin-2-yl)methyl]-5-{[(3S)-3-fluoropyrrolidin-1-yl]carbonyl}-6-(trifluoromethyl)-5,6,7,8-tetrahydro[1,2,4]triazolo[4,3-a]pyridin-3(2H)-on ClC=1C(=NC=C(C1)Cl)CN1N=C2N([C@H]([C@@H](CC2)C(F)(F)F)C(=O)N2C[C@H](CC2)F)C1=O |&1:13,14|